Butyl-3-(2,2,2-trifluoroethyl)-3,8-diazabicyclo[3.2.1]octane-8-carboxylate C(CCC)OC(=O)N1C2CN(CC1CC2)CC(F)(F)F